Ethyl (S)-1-((1-(tert-butoxycarbonyl)-4-hydroxy-3,3-dimethylpiperidin-4-yl)methyl)-4-cyclopropyl-6-oxo-1,6-dihydropyridine-3-carboxylate C(C)(C)(C)OC(=O)N1CC([C@](CC1)(O)CN1C=C(C(=CC1=O)C1CC1)C(=O)OCC)(C)C